COC(=O)C1=CC=C(C=C1)[C@H]1N(CCC(C1)=O)C(=O)OCC1=CC=CC=C1 (S)-benzyl 2-(4-(methoxycarbonyl) phenyl)-4-oxopiperidine-1-carboxylate